2-fluorophenyl-piperidin-4-yl-acetaldehyde FC1=C(C=CC=C1)C(C=O)C1CCNCC1